(S)-7-methoxy-N-(6-methoxypyridin-2-yl)-2-((tetrahydrofuran-3-yl)methyl)imidazo[1,2-a]Pyridine-6-carboxamide COC1=CC=2N(C=C1C(=O)NC1=NC(=CC=C1)OC)C=C(N2)C[C@@H]2COCC2